COC1=CC2=C(C(=NO2)C)C=C1NC(C)=O N-(6-methoxy-3-methylbenzoisoxazol-5-yl)acetamide